decyl(1-isopropyl-4-methylcyclohex-3-en-1-yl)sulfane C(CCCCCCCCC)SC1(CC=C(CC1)C)C(C)C